ammonium sulfite, chloride salt [Cl-].S(=O)([O-])[O-].[NH4+].[NH4+].[NH4+]